NC1=C2C(=NC=N1)N(N=C2C2=CC=C(C=C2)OC2=CC=CC=C2)C2CCN(CC2)CC2=C(C=C(N=N2)N2C(NC(CC2)=O)=O)F 1-(6-((4-(4-amino-3-(4-phenoxyphenyl)-1H-pyrazolo[3,4-d]pyrimidin-1-yl)piperidin-1-yl)methyl)-5-fluoropyridazin-3-yl)dihydropyrimidine-2,4(1H,3H)-dione